2-(5-amino-2-chlorophenyl)-2H-1,2,3-triazole-4-carboxylate NC=1C=CC(=C(C1)N1N=CC(=N1)C(=O)[O-])Cl